FC(C)(C)C1CCC(CC1)CN1[C@H]([C@H]([C@@H]([C@H](C1)O)O)O)CO (2S,3R,4R,5S)-1-(((1s,4R)-4-(2-fluoropropan-2-yl)cyclohexyl)methyl)-2-(hydroxymethyl)piperidine-3,4,5-triol